C(CCC)[C@]1(CS(C2=C(N(C1)C1=CC=C(C=C1)F)C=C(C(=C2)CSC(C(=O)O)(C)C)SC)(=O)=O)CC (R)-2-(((3-butyl-3-ethyl-5-(4-fluorophenyl)-7-(methylsulfanyl)-1,1-dioxo-2,3,4,5-tetrahydro-1,5-benzothiazepin-8-yl)methyl)thio)-2-methylpropanoic acid